4-((4bS,5S,6R,7S,7aR)-4b,5-dihydroxy-4-methoxy-6-(methylsulfonyl)-7-phenyl-4b,5,6,7-tetrahydro-7aH-cyclopenta[4,5]furo[2,3-c]pyridin-7a-yl)benzonitrile O[C@@]12[C@@](OC=3C=NC=C(C31)OC)([C@@H]([C@H]([C@H]2O)S(=O)(=O)C)C2=CC=CC=C2)C2=CC=C(C#N)C=C2